ClC=1C(=C(C=CC1)NC=1C(=NN2C1C(N(CC2)COCC[Si](C)(C)C)=O)C2=C1C(=NC=C2)N(N=C1)COCC[Si](C)(C)C)OC 3-[(3-chloro-2-methoxyphenyl)amino]-5-[[2-(trimethylsilyl)ethoxy]methyl]-2-(1-[[2-(trimethylsilyl)ethoxy]methyl]pyrazolo[3,4-b]pyridin-4-yl)-6H,7H-pyrazolo[1,5-a]pyrazin-4-one